BrC=1C(=NN(C1)C1=CC(=CC=C1)Cl)NS(=O)(=O)C1=CC=CC=C1 N-[4-bromo-1-(3-chlorophenyl)pyrazol-3-yl]benzenesulfonamide